P1(=O)(OC2=C(C=C(C=C2C(C)(C)C)C(C)(C)C)CC2=C(C(=CC(=C2)C(C)(C)C)C(C)(C)C)O1)[O-] methylene-bis-(4,6-di-tert-butylphenyl) phosphate